C(#N)C1=CC(=C(C=C1)NCCCC(=O)N)[N+](=O)[O-] (2-((4-cyano-2-nitrophenyl)amino)ethyl)acetamide